3-(4-(4-(Benzo[d][1,3]dioxol-5-yl)phenyl)-1H-1,2,3-triazol-1-yl)benzoic acid O1COC2=C1C=CC(=C2)C2=CC=C(C=C2)C=2N=NN(C2)C=2C=C(C(=O)O)C=CC2